(R)-4-cyano-thiazolidin C(#N)[C@H]1NCSC1